isopropyl-benzene C(C)(C)C1=CC=CC=C1